OCCN[C@@H](CC(=O)N)C(=O)N 2-hydroxyethylaspartamide